ClC1=NC(=CC(=C1)C([C@H]1CC[C@H](CC1)C(=O)NCCCO)(F)F)N1CCN(CC1)S(=O)(=O)C1=CC=C(C=C1)N1C(C[C@H](C1)N)=O Cis-4-[[2-chloro-6-[4-[4-[(4R)-4-amino-2-oxo-pyrrolidin-1-yl]phenyl]sulfonylpiperazin-1-yl]-4-pyridyl]-difluoro-methyl]-N-(3-hydroxypropyl)cyclohexanecarboxamide